tert-butyl (S)-2-((1-(2-aminopyrimidin-4-yl)piperidin-3-yl)oxy)acetate NC1=NC=CC(=N1)N1C[C@H](CCC1)OCC(=O)OC(C)(C)C